CN1C=2N(CCC(C1=O)NC(OC(C)(C)C)=O)N=C(C2)C=C tert-butyl (4-methyl-5-oxo-2-vinyl-5,6,7,8-tetrahydro-4H-pyrazolo[1,5-a][1,3]diazepin-6-yl)carbamate